2-(2-fluorophenyl)propanoic acid FC1=C(C=CC=C1)C(C(=O)O)C